C(NN)(=O)[O-].[Pt+4].C(NN)(=O)[O-].C(NN)(=O)[O-].C(NN)(=O)[O-] platinum (IV) carbazate